1-cyclopropyl-2-methylene-6-(trifluoromethyl)pyridin-3-amine C1(CC1)N1C(C(=CC=C1C(F)(F)F)N)=C